2-methyl-4-(6-nitropyridin-3-yl)piperazine-1-carboxylic acid tert-butyl ester C(C)(C)(C)OC(=O)N1C(CN(CC1)C=1C=NC(=CC1)[N+](=O)[O-])C